N'-acetyl-4-amino-N-(2-fluoro-4-(1-methyl-1H-pyrazol-4-yl)benzyl)-N',1-dimethyl-1H-pyrazolo[4,3-c]quinoline-8-carbohydrazide C(C)(=O)N(N(C(=O)C1=CC=2C3=C(C(=NC2C=C1)N)C=NN3C)CC3=C(C=C(C=C3)C=3C=NN(C3)C)F)C